C(CCCC)(=O)[Cr] pentanoylchromium